C(C)(C)[C@@]1([C@H](O)[C@H](O)[C@@H](CO)O1)N1C=NC=2C(O)=NC=NC12 isopropylinosine